C(CCCCCCCCCCCC(=O)O)(=O)O.C(CO)O ethyleneglycol brassylate